ClC=1C=C(C=C(C1OCC)C#N)C(C)(C)C1=CC=C(OCC2=NC(=NC=C2)N2CCN(CC2)C2CCN(CC2)C2CN(C2)C(=O)OC(C)(C)C)C=C1 tert-butyl 3-(4-(4-(4-((4-(2-(3-chloro-5-cyano-4-ethoxyphenyl)propan-2-yl)phenoxy)methyl)pyrimidin-2-yl) piperazin-1-yl)piperidin-1-yl)azetidine-1-carboxylate